C(C1=CC=CC=C1)OC(=O)N1C[C@H](OCC1)C=O (S)-2-formylmorpholine-4-carboxylic acid benzyl ester